CN([C@@H](CC(C)C)C(=O)O)C N,N-dimethyl-L-leucine